N1CC(C1)N1C(CCC1)=O 1-(azetidin-3-yl)pyrrolidin-2-one